tert-butyl 9-(3-{2-[(1r,4r)-4-({2,3,5-trifluoro-4-[(4-methoxyphenyl)methoxy]benzamido}methyl)cyclohexyl]-2H-indazol-6-yl}-1,2,4-oxadiazol-5-yl)-3-azaspiro[5.5]undecane-3-carboxylate FC1=C(C(=O)NCC2CCC(CC2)N2N=C3C=C(C=CC3=C2)C2=NOC(=N2)C2CCC3(CCN(CC3)C(=O)OC(C)(C)C)CC2)C=C(C(=C1F)OCC1=CC=C(C=C1)OC)F